methyl (S,E)-(7-(dimethylamino)-1-((1-((7-fluoro-4-isobutyl-3H-imidazo[4,5-c]pyridin-2-yl)methyl)-2-oxo-6-propyl-1,2-dihydropyridin-3-yl)amino)-1,7-dioxohept-5-en-2-yl)carbamate CN(C(/C=C/CC[C@@H](C(=O)NC=1C(N(C(=CC1)CCC)CC1=NC2=C(C(=NC=C2F)CC(C)C)N1)=O)NC(OC)=O)=O)C